CC1=CC=C(C(=O)O[C@H]2C[C@@H](O[C@@H]2COC(C2=CC=C(C=C2)C)=O)N2C(CC[C@H](CC2)OCC2=CC=CC=C2)=O)C=C1 1-[2-deoxy-3,5-bis-O-(4-methylbenzoyl)-β-D-erythro-pentofuranosyl]-(R)-5-benzyloxyazepan-2-one